(S)-5-fluoro-1'-(3-iodo-1-((2-(trimethylsilyl)ethoxy)methyl)-1H-pyrazolo[4,3-b]pyrazin-6-yl)-1,3-dihydrospiro[indene-2,4'-piperidin]-1-amine FC=1C=C2CC3(CCN(CC3)C=3N=C4C(=NC3)C(=NN4COCC[Si](C)(C)C)I)[C@@H](C2=CC1)N